NCCN(C(=O)C1=CC2=C(N(C(=N2)C2=CC=C(C=C2)C#N)C2=CC=C(C=C2)C)C=C1)C N-(2-aminoethyl)-2-(4-cyanophenyl)-N-methyl-1-(p-tolyl)-1H-benzo[d]imidazole-5-carboxamide